3-(2,6-Diazaspiro[3.4]oct-2-yl)-7-(2,8-dimethylimidazo[1,2-b]pyridazin-6-yl)-5-fluorocinnoline tri-hydrochloride Cl.Cl.Cl.C1N(CC12CNCC2)C=2N=NC1=CC(=CC(=C1C2)F)C=2C=C(C=1N(N2)C=C(N1)C)C